OCCOCCOCCP(O)(O)=O (2-(2-(2-hydroxyethoxy)ethoxy)ethyl)phosphonic acid